(Z)-Ethyl (((2-oxoethyl)thio)((tetrahydro-2H-pyran-4-yl)amino)methylene)carbamate O=CCS\C(\NC1CCOCC1)=N/C(OCC)=O